6-fluoro-2,2-dimethyl-2,3-dihydrobenzofuran-5-amine FC1=CC2=C(CC(O2)(C)C)C=C1N